COC(=O)C1=CC=2N(C=C1)C=C(N2)C2=C(C=CC=C2F)C=2N=CN(C2Cl)C.ClC2=C(C(=O)N(CC=1OC=CC1)CC1=C(C=CC(=C1)Cl)O)C(=CC=C2)Cl 2,6-dichloro-N-(5-chloro-2-hydroxybenzyl)-N-(furan-2-ylmethyl)benzamide Methyl-2-(2-(5-chloro-1-methyl-1H-imidazol-4-yl)-6-fluorophenyl)imidazo[1,2-a]pyridine-7-carboxylate